N-(5-((6-((R)-3-(3-chloro-4-fluorophenyl)isoxazolidine-2-yl)pyrimidine-4-yl)amino)-2-(4-((2S,6R)-2,6-dimethylmorpholino)piperidine-1-yl)-4-methoxyphenyl)acrylamide ClC=1C=C(C=CC1F)[C@@H]1N(OCC1)C1=CC(=NC=N1)NC=1C(=CC(=C(C1)NC(C=C)=O)N1CCC(CC1)N1C[C@@H](O[C@@H](C1)C)C)OC